O=S1(CCN(CC2=C1N=CC=C2)C(C)=O)=O 1-(1,1-Dioxo-2,3-dihydropyrido[3,2-f][1,4]thiazepine-4(5H)-yl)ethan-1-one